6-fluoro-quinazolin FC=1C=C2C=NC=NC2=CC1